C(\C=C\C#CC)(=O)OC methyl (2E)-hex-2-en-4-ynoate